1,5-diphenyl-2,6-naphthalenediselenol C1(=CC=CC=C1)C1=C(C=CC2=C(C(=CC=C12)[SeH])C1=CC=CC=C1)[SeH]